2'-[6-amino-5-(trifluoromethyl)pyridin-3-yl]-N-[2-(5-fluoropyridin-2-yl)propan-2-yl]-5',6'-dihydrospiro[pyrrolidine-3,4'-pyrrolo[1,2-b]pyrazole]-1-carboxamide NC1=C(C=C(C=N1)C=1C=C2N(N1)CCC21CN(CC1)C(=O)NC(C)(C)C1=NC=C(C=C1)F)C(F)(F)F